OC=1N=CC2=C(N1)CN(CC21CC1)C(=O)OC(C)(C)C tert-butyl 2'-hydroxy-6'H-spiro[cyclopropane-1,5'-pyrido[3,4-d]pyrimidine]-7'(8'H)-carboxylate